CC=1OC(=CC1C(=O)NC1=NC(=NS1)CC(C)O)C1=CC(=CC=C1)OC(F)F 2-methyl-5-(3-(difluoromethoxy)phenyl)-N-(3-(2-hydroxypropyl)-1,2,4-thiadiazol-5-yl)furan-3-carboxamide